NC1=C(SC(=C1)C1=CC(=CC=C1)F)C(=O)N[C@@H]1CN(CCCC1)C(=O)OC(C)(C)C tert-butyl (S)-3-(3-amino-5-(3-fluorophenyl)thiophene-2-carboxamido)azepane-1-carboxylate